N[C@H](C(=O)NOCCO)CC1=CC=C(C=C1)C1=NOC(=N1)C=1C=C(C(=CC1)OC)C1=CC=C(C=C1)O (S)-2-amino-3-(4-(5-(4'-hydroxy-6-methoxybiphenyl-3-yl)-1,2,4-oxadiazol-3-yl)phenyl)-N-(2-hydroxyethoxy)propanamide